[Pt](Cl)Cl.C1(=CC=CC=C1)P(C1=CC=CC=2C(C3=CC=CC(=C3OC12)P(C1=CC=CC=C1)C1=CC=CC=C1)(C)C)C1=CC=CC=C1.C1(=CC=CC=C1)P(C1=CC=CC=2C(C3=CC=CC(=C3OC12)P(C1=CC=CC=C1)C1=CC=CC=C1)(C)C)C1=CC=CC=C1 bis(4,5-bisdiphenylphosphino-9,9'-dimethylxanthene) platinum dichloride